N-(3-methylsulfonylphenyl)-5-(trifluoromethyl)-2-[4-(trifluoromethylsulfanyl)phenoxy]pyridine-3-carboxamide CS(=O)(=O)C=1C=C(C=CC1)NC(=O)C=1C(=NC=C(C1)C(F)(F)F)OC1=CC=C(C=C1)SC(F)(F)F